ClC1=C(C(=CC=C1F)Cl)[13C@H](C)O (S)-1-(2,6-dichloro-3-fluorophenyl)ethanol-13C